7-(chloromethyl)-3-(oxolan-2-yl)-1H-1,5-naphthyridin-2-one ClCC1=CN=C2C=C(C(NC2=C1)=O)C1OCCC1